ClC1=C(OC2=C(C(=O)NC=3CC(C=CC3)=S(=O)=O)C=C(C=C2)C(F)F)C=CC(=C1)F 2-(2-chloro-4-fluorophenoxy)-5-(difluoromethyl)-N-(3-sulfonylphenyl)benzamide